ClC1=NC=C(C(=N1)NCC1=CC=C(C=C1)C=1N(C=C(N1)C(F)(F)F)C)N1CCOCC1 2-chloro-N-(4-(1-methyl-4-(trifluoromethyl)-1H-imidazol-2-yl)benzyl)-5-morpholinopyrimidin-4-amine